O[Fe] hydroxy-iron